NC1=NC2=CC=C(C=C2C=C1C)C(=O)N(CC1=NC=C(C=C1)C(F)(F)F)CC1=NC=CC=C1Cl 2-amino-N-((3-chloro-2-pyridinyl)methyl)-3-methyl-N-((5-(trifluoromethyl)-2-pyridinyl)methyl)-6-quinolinecarboxamide